N-(2-(1-(2-(1-(2-(2,6-dioxopiperidin-3-yl)-1,3-dioxoisoindolin-5-yl)piperidin-4-yl)ethyl)piperidin-4-yl)-6-methoxy-2H-indazol-5-yl)-6-(trifluoromethyl)pyridinecarboxamide O=C1NC(CCC1N1C(C2=CC=C(C=C2C1=O)N1CCC(CC1)CCN1CCC(CC1)N1N=C2C=C(C(=CC2=C1)NC(=O)C1=NC(=CC=C1)C(F)(F)F)OC)=O)=O